C(CCCCCCCCCCCCCCCCCCC)(=O)OC[C@@H](OO)COP(=O)(O)OCC[N+](C)(C)C 1-Eicosanoyl-2-hydroxy-sn-glycero-3-phosphorylcholine